FC1=C(CN2CCC(CC2)CNC(C2=CN=CC=C2)=O)C=CC=C1 N-((1-(2-fluorobenzyl)piperidin-4-yl)methyl)nicotinamide